C(CCCCCCCCCCCCCCCCC)S(=O)(=O)O 1-octadecanesulfonic acid